C(CCCCCCCCCCCCCCC)[Si](Br)(CCCCCCCCCCCCCCCC)CCCCCCCCCCCCCCCC trihexadecylbromosilane